8-(5-Fluoro-1,3-thiazol-2-yl)-4-methyl-2-(3-{[(2S)-oxan-2-ylmethyl]carbamoyl}azetidin-1-yl)-5-oxo-5H,8H-pyrido[2,3-d]pyrimidine-6-carboxylic acid FC1=CN=C(S1)N1C=C(C(C2=C1N=C(N=C2C)N2CC(C2)C(NC[C@H]2OCCCC2)=O)=O)C(=O)O